tert-butyl 7-bromo-3,3-dimethyl-2-oxo-indoline-1-carboxylate BrC=1C=CC=C2C(C(N(C12)C(=O)OC(C)(C)C)=O)(C)C